C1CCC12N(CCC2)CCNC(=O)C=2C=C(C(=NC2)C)NC(=O)C=2C=NN1C2C(=NC(=C1)C=1C=NN(C1)C)OC N-(5-((2-(5-azaspiro[3.4]octan-5-yl)ethyl)carbamoyl)-2-methylpyridin-3-yl)-4-methoxy-6-(1-methyl-1H-pyrazol-4-yl)pyrazolo[1,5-a]pyrazine-3-carboxamide